IC=1C=C(OC2=C(N=NN2CC2=CC=C(C=C2)OC)C(=O)OCC)C=CC1 ethyl 5-(3-iodophenoxy)-1-(4-methoxybenzyl)-1H-1,2,3-triazole-4-carboxylate